N-(2,4-dimethylphenyl)-5-hydroxy-5-(3-methoxyphenyl)-octahydrocyclopenta[c]pyrrole-2-carboxamide CC1=C(C=CC(=C1)C)NC(=O)N1CC2C(C1)CC(C2)(C2=CC(=CC=C2)OC)O